4-(9-ethyl-2-(3-methoxy-4-phenyl-1H-pyrazol-1-yl)-8-(pyridin-4-yl)-9H-purin-6-yl)morpholine C(C)N1C2=NC(=NC(=C2N=C1C1=CC=NC=C1)N1CCOCC1)N1N=C(C(=C1)C1=CC=CC=C1)OC